2-[[2-Aminoethyl-[2-[2-oxo-3-(3-oxo-4H-pyrido[3,2-b][1,4]oxazin-6-yl)-1,3-oxazolidin-5-yl]ethyl]amino]methyl]-2,3-dihydro-1H-indene-4-carbonitrile NCCN(CCC1CN(C(O1)=O)C=1C=CC=2OCC(NC2N1)=O)CC1CC=2C=CC=C(C2C1)C#N